FC=1C=CC(=NC1)C(O)C 5-fluoro-2-(oxaprop-2-yl)pyridine